N[C@@H]1CN(CC1)C=1C=C2C(=CC=NC2=CC1)N[C@H](C)C1=C(C(=CC=C1)C(F)F)F 6-((S)-3-aminopyrrolidin-1-yl)-N-((R)-1-(3-(difluoromethyl)-2-fluorophenyl)ethyl)quinolin-4-amine